FC1=C(C(=CC(=C1)C(F)(F)F)F)N1N=C(C=C1)C=1C=CC(=C(C1)CNC(OC)=O)C methyl N-[[5-[1-[2,6-difluoro-4-(trifluoromethyl)phenyl]-1H-pyrazol-3-yl]-2-methylphenyl]methyl]carbamate